The molecule is dizwitterionic form of serine phosphoethanolamine having anionic carboxy and phosphate groups and both amino groups protonated. It is a tautomer of a serine phosphoethanolamine. C(COP(=O)([O-])OCC(C(=O)[O-])[NH3+])[NH3+]